tert-butyl N-[[4-[[2-(tert-butoxycarbonylamino)-5-(p-tolyl)phenyl]carbamoyl]phenyl]-methyl-oxo-sulfanylidene]carbamate C(C)(C)(C)OC(=O)NC1=C(C=C(C=C1)C1=CC=C(C=C1)C)NC(=O)C1=CC=C(C=C1)S(=NC(OC(C)(C)C)=O)(=O)C